methyl 2-((4-(7-(((2S,5R)-5-((N,N-dimethylsulfamoyl)amino)tetrahydro-2H-pyran-2-yl)methyl)-2,7-diazaspiro[3.5]nonan-2-yl)pyrimidin-5-yl)oxy)-5-fluorobenzoate CN(S(=O)(=O)N[C@@H]1CC[C@H](OC1)CN1CCC2(CN(C2)C2=NC=NC=C2OC2=C(C(=O)OC)C=C(C=C2)F)CC1)C